Cl.OC=1C(=CC2=CN(N=C2C1)C)C=1SC2=C(N=CN(C2=O)C2CCNCC2)N1 2-(6-hydroxy-2-methyl-2H-indazol-5-yl)-6-(piperidin-4-yl)thiazolo[4,5-d]pyrimidin-7(6H)-one, hydrochloride